2-[(2-amino-2-oxoethyl)amino]ethanesulfonic Acid NC(CNCCS(=O)(=O)O)=O